ClC1=CC2=C(C=N1)C=C(N2)C2=NC=NC(=C2)Cl 6-chloro-2-(6-chloropyrimidin-4-yl)-1H-pyrrolo[3,2-c]pyridine